Tert-butyl-dimethyl-[(1-methyl-4-tributylstannyl-imidazol-2-yl)methoxy]silane C(C)(C)(C)[Si](OCC=1N(C=C(N1)[Sn](CCCC)(CCCC)CCCC)C)(C)C